ClC1=C(C(=CC=C1)Cl)N1CC(C1)C=1C=C(C(=NC1)CN1CCC(CC1)C(=O)OC)C methyl 1-((5-(1-(2,6-dichlorophenyl)azetidin-3-yl)-3-methylpyridin-2-yl)methyl)piperidine-4-carboxylate